C(C)C1=CC=C(C=C1)CC/C=C/C1=CC=C2C3CCCC(C3NC2=C1)=O (E)-7-(4-(4-ethylphenyl)but-1-en-1-yl)-2,3,4,4a,9,9a-hexahydro-1H-carbazol-1-one